BrC1=CC=C(C=C1)N1N=C(C=2C(N(CCC21)C(=O)OC(C)(C)C)C#N)CC(=O)OC tert-butyl 1-(4-bromophenyl)-4-cyano-3-(2-methoxy-2-oxoethyl)-1,4,6,7-tetrahydro-5H-pyrazolo[4,3-c]pyridine-5-carboxylate